3-ethyl-2,7-dimethylbicyclo[3.3.1]nonan-2-yl acrylate C(C=C)(=O)OC1(C2CC(CC(CC1CC)C2)C)C